hepta-2,4-dien CC=CC=CCC